isopropyl (S)-1-(4-(3-chloro-4-(2-chloro-3-(6-methoxy-5-(((((R)-5-oxopyrrolidin-2-yl)methyl)amino)methyl)pyridin-2-yl)phenyl)pyridin-2-yl)-2-methoxybenzyl)pyrrolidine-3-carboxylate ClC=1C(=NC=CC1C1=C(C(=CC=C1)C1=NC(=C(C=C1)CNC[C@@H]1NC(CC1)=O)OC)Cl)C1=CC(=C(CN2C[C@H](CC2)C(=O)OC(C)C)C=C1)OC